3-Aminomethyl-3,5,5-Trimethyl-Cyclohexyl-Amin NCC1(CC(CC(C1)(C)C)N)C